(S)-1-(tert-butoxycarbonyl)-3-(trifluoromethyl)pyrrolidine-3-carboxylic acid C(C)(C)(C)OC(=O)N1C[C@@](CC1)(C(=O)O)C(F)(F)F